4-ethyl-5-((6-((2-methyl-6-(trifluoromethyl)pyridin-3-yl)sulfonyl)-2,6-diazaspiro[3.3]heptan-2-yl)methyl)oxazole C(C)C=1N=COC1CN1CC2(C1)CN(C2)S(=O)(=O)C=2C(=NC(=CC2)C(F)(F)F)C